phosphorus (i) 2,3-difluoro-6-amino-benzonitrile FC1=C(C#N)C(=CC=C1F)N.[P+]